rac-(1R,5R,18S)-5-ethyl-3-imino-15,25-dioxa-2,4,19-triazahexacyclo[19.6.2.22,5.211,14.013,18.024,28]tritriaconta-11,13,21,23,28,30-hexaene-20,33-dione C(C)[C@@]12NC(N([C@@H]3CCOC4=CC=C(C(N[C@H]5CCOC6=C5C=C(CCCCC1)C=C6)=O)C=C34)C(C2)=O)=N |r|